1a,3,3,4,6,6-hexamethyl-1a,2,3,4,5,6,7,7a-octahydronaphtho[2,3-b]oxirene CC12C(O1)CC=1C(CC(C(C1C2)(C)C)C)(C)C